ClC=1C=C(C=C(C1)Cl)C1=CC=CC=2C(=C(OC21)C(=O)OC)C(=C)C methyl 7-(3,5-dichlorophenyl)-3-(prop-1-en-2-yl)-1-benzofuran-2-carboxylate